2-(2-naphthylphenyl)-1,1-dimethylethanol C1=C(C=CC2=CC=CC=C12)C1=C(C=CC=C1)CC(O)(C)C